1-{7-acetyl-7-azabicyclo[2.2.1]heptane-2-carbonyl}-4-fluoro-N-{phenyl[4-(propan-2-yl)phenyl]methyl}pyrrolidine-2-carboxamide C(C)(=O)N1C2C(CC1CC2)C(=O)N2C(CC(C2)F)C(=O)NC(C2=CC=C(C=C2)C(C)C)C2=CC=CC=C2